(5-methyl-1,2,4-oxadiazol-3-yl)methanamine HCl Cl.CC1=NC(=NO1)CN